2-Fluoroacryloyl chloride FC(C(=O)Cl)=C